BrC1=CC=C(C=C1)C([C@@H](C)O)=NNC(=O)OC |r| (rac)-Methyl 2-[1-(4-bromophenyl)-2-hydroxypropylidene]hydrazinecarboxylate